tert-Butyl (3-cyano-4-(3-((S)-3-(diethylamino)pyrrolidin-1-yl)-5-fluoro-7,9-dihydrofuro[3,4-f]quinazolin-6-yl)-7-fluorothieno[3,2-c]pyridin-2-yl)carbamate C(#N)C1=C(SC2=C1C(=NC=C2F)C=2C1=C(C=3C=NC(=NC3C2F)N2C[C@H](CC2)N(CC)CC)COC1)NC(OC(C)(C)C)=O